CC1=NC2=C(N=C(S2)C(=O)OCC)N1COCC[Si](C)(C)C Ethyl 5-methyl-4-((2-(trimethylsilyl)ethoxy)methyl)-4H-imidazo[4,5-d]thiazole-2-carboxylate